FC=1C(=C2C(N[C@H](C2=CC1)C)=O)NC=1C(C(C1N[C@H](CC)C=1OC(=CC1)C)=O)=O 3-(((S)-5-fluoro-1-methyl-3-oxoisoindolin-4-yl)amino)-4-(((R)-1-(5-methylfuran-2-yl)propyl)amino)cyclobut-3-ene-1,2-dione